OCC=1N=CC(=NC1)COC1=NN=C(S1)NC(OC(C)(C)C)=O tert-butyl N-(5-((5-(hydroxymethyl)pyrazin-2-yl)methoxy)-1,3,4-thiadiazol-2-yl)carbamate